COC=1C=C2C(=CC=NC2=CC1OCCCN1CCOCC1)OC1=CC=C(C=C1)C=1N(C(C(=NC1)C(=O)N)=O)C1=CC=C(C=C1)F {4-[6-methoxy-7-(3-morpholinopropoxy)quinolin-4-yloxy]phenyl}-3-oxo-4-(4-fluorophenyl)-3,4-dihydropyrazine-2-carboxamide